methoxymethylammonium fluoride [F-].COC[NH3+]